6-((1-((5-fluoropyridin-2-yl)methyl)-3-oxoisoindolin-2-yl)methyl)benzo[d]oxazol-2(3H)-one FC=1C=CC(=NC1)CC1N(C(C2=CC=CC=C12)=O)CC1=CC2=C(NC(O2)=O)C=C1